2-(6-((2-((4-(4-(azetidin-1-yl)piperidin-1-yl)-3-(hydroxymethyl)phenyl)amino)-5-methylthieno[2,3-d]pyrimidin-4-yl)amino)pyridin-2-yl)propan-2-ol N1(CCC1)C1CCN(CC1)C1=C(C=C(C=C1)NC=1N=C(C2=C(N1)SC=C2C)NC2=CC=CC(=N2)C(C)(C)O)CO